1-[(2R,3R,4R,5R)-5-(chloromethyl)-3-fluoro-4-hydroxy-5-(hydroxymethyl)oxolan-2-yl]-5-methyl-3H-pyrimidine-2,4-dione ClC[C@]1([C@H]([C@H]([C@@H](O1)N1C(NC(C(=C1)C)=O)=O)F)O)CO